3-(6-(Dimethylamino)-9H-purin-9-yl)octan-1-ol CN(C1=C2N=CN(C2=NC=N1)C(CCO)CCCCC)C